FC1=CC=C(CC=2C=3N(C4=C(C2)N(CC4(C)C)C(C)=O)C=C(N3)C(F)(F)F)C=C1 1-(4-(4-fluorobenzyl)-8,8-dimethyl-2-(trifluoromethyl)-7,8-dihydro-6H-imidazo[1,2-a]pyrrolo[2,3-e]pyridin-6-yl)ethan-1-one